BrC=1C=CC=2C(C3=CC=C(C=C3SC2C1)Br)=O 3,6-dibromothioxanthone